OC(=O)C(F)(F)F.C1(CCCC1)CN(CCN1C2CC(CC1CC2)C=2C=C(C(=O)N)C=CC2)C(C(CO)(C)CO)=O 3-endo-(8-{2-[cyclopentylmethyl-(3-hydroxy-2-hydroxymethyl-2-methylpropionyl)amino]ethyl}-8-azabicyclo[3.2.1]oct-3-yl)-benzamide TFA salt